3-(difluoromethyl)-7-(hydroxymethyl)-1H-1,5-naphthyridin-2-one FC(C=1C(NC2=CC(=CN=C2C1)CO)=O)F